(5-(2-((6-bromoquinolin-3-yl)oxy)propoxy)pyridin-3-yl)methanol BrC=1C=C2C=C(C=NC2=CC1)OC(COC=1C=C(C=NC1)CO)C